(S)-6-(1-(1-(3-fluoro-4-methylbenzyl)-2-oxopyrrolidin-3-yl)piperidin-4-yl)benzo[d]oxazol-2(3H)-one FC=1C=C(CN2C([C@H](CC2)N2CCC(CC2)C2=CC3=C(NC(O3)=O)C=C2)=O)C=CC1C